ClC1=C(C=CC(=C1)C=1C=NN(C1)C)NC=1N=CC2=C(N1)C(=NC=C2)C=2C=NN(C2)C N-(2-chloro-4-(1-methyl-1H-pyrazol-4-yl)phenyl)-8-(1-methyl-1H-pyrazol-4-yl)pyrido[3,4-d]pyrimidin-2-amine